2-phenyl-4-(4-fluorophenyl)-3H-1,5-benzodiazepine C1(=CC=CC=C1)C=1CC(=NC2=C(N1)C=CC=C2)C2=CC=C(C=C2)F